C(C)(C)(C)C1=C(C=C(C(=C1)OC)C(C)(C)C)OC 1,4-di-tert-butyl-2,5-dimethoxybenzene